CS(=O)C (R)-methylsulfoxide